5-((2-(4-methyl-1H-imidazol-1-yl)pyridin-4-yl)oxy)pyridin-2-amine CC=1N=CN(C1)C1=NC=CC(=C1)OC=1C=CC(=NC1)N